COCCOC=1C=C2C=C(N(C2=CC1)CCOC)C(=O)OC methyl 5-(2-methoxyethoxy)-1-(2-methoxyethyl)-1H-indole-2-carboxylate